BrC=1C=CC(=C(C1)S(=O)(=O)NCC)OC 5-bromo-N-ethyl-2-methoxy-benzenesulfonamide